ClC=1C=CC(=C(COC2=C(SC=C2)C(=O)NC=2C=NC=CC2)C1)OCCCCCCC 3-(5-chloro-2-heptyloxybenzyloxy)-N-(pyridin-3-yl)thiophene-2-carboxamide